N-[3-(6-azaspiro[3.4]oct-6-yl)-4-(2-thiophen-2-ylpiperazine-1-carbonyl)phenyl]cyclopropanecarboxamide C1CCC12CN(CC2)C=2C=C(C=CC2C(=O)N2C(CNCC2)C=2SC=CC2)NC(=O)C2CC2